N-(4-chloro-2-methoxy-5-methylphenyl)-2-(N-methyl-N-phenylsulfamoyl)benzamide ClC1=CC(=C(C=C1C)NC(C1=C(C=CC=C1)S(N(C1=CC=CC=C1)C)(=O)=O)=O)OC